OC=1C=C2OC3=CC(C=CC3=C(C2=CC1)C1=C(C(=O)OCC=C)C=CC=C1)=O 2-propen-1-yl 2-(6-hydroxy-3-oxo-3H-xanthen-9-yl)benzoate